(2S,3R)-3-hydroxy-2-methylpyrrolidine-1-carboxylic acid tert-butyl ester C(C)(C)(C)OC(=O)N1[C@H]([C@@H](CC1)O)C